C(C)(=O)N1CC(C1)N1C(C2=CC(=C(C=C2C1=O)C)[N+](=O)[O-])=O 2-(1-acetylazetidin-3-yl)-5-methyl-6-nitroisoindoline-1,3-dione